C1(CC1)C(=O)NC1=NC=CC(=C1)C1=CNC2=CC=CC=C12 3-(2-(cyclopropanecarboxamido)pyridin-4-yl)-1H-indol